1,2,6,7-tetramercapto-4-thiaheptane-d3 SC(C(CSCC(CS)S)(S)[2H])([2H])[2H]